[3-[[2-Fluoro-4-(trifluoromethyl)phenyl]methylamino]azetidin-1-yl]-[3-(4H-1,2,4-triazol-3-yl)pyrrolidin-1-yl]methanone (2S,3R)-1-(diphenylmethyl)-2-methylazetidin-3-yl-methanesulfonate C1(=CC=CC=C1)C(N1[C@H]([C@@H](C1)CS(=O)(=O)O)C)C1=CC=CC=C1.FC1=C(C=CC(=C1)C(F)(F)F)CNC1CN(C1)C(=O)N1CC(CC1)C1=NN=CN1